C(CCCCC(C)C)OP(=O)(OCCCCCC(C)C)O.C1=CC=CC=C1 monobenzene diisooctyl-phosphate